1-(3-nitro-5-(trifluoromethyl)phenyl)ethan-1-amine hydrochloride Cl.[N+](=O)([O-])C=1C=C(C=C(C1)C(F)(F)F)C(C)N